NCCCCNOC(CCCCC(=O)O)=O 6-(4-aminobutylamino)oxy-6-oxohexanoic acid